C(CCCCCCCCCCCCCCCC)[Mg]Br Heptadecylmagnesium Bromide